ethyl (S)-4-((3-((2,2,2-trifluoroethyl) carbamoyl) piperidin-1-yl) amino)-1H-pyrrolo[2,3-b]pyridine-5-carboxylate FC(CNC(=O)[C@@H]1CN(CCC1)NC1=C2C(=NC=C1C(=O)OCC)NC=C2)(F)F